ClCC1=C(C=NC(=C1)F)C1C(NC(CC1)=O)=O 3-(4-(Chloromethyl)-6-fluoropyridin-3-yl)piperidine-2,6-dione